C(=O)O.FC1=C(O[C@@H](C#N)C)C=CC(=C1F)C1=CN=C2N1C=CN=C2NC2=CC(=C(C=C2)C(=O)N2CCN(CC2)C(=O)[C@H]2NC[C@@H](C2)O)C (2R)-2-[2,3-difluoro-4-[8-[4-[4-[(2S,4R)-4-hydroxypyrrolidine-2-carbonyl]piperazine-1-carbonyl]-3-methyl-anilino]imidazo[1,2-a]pyrazin-3-yl]phenoxy]propanenitrile formate